C(CCCCCCCCC)(=O)OCCCCCCCCCCCCCCCCCCCCCCCC tetracosyl decanoate